2-methyl-N-(1-(9-methyl-5-(piperidin-1-yl)-2-(pyrazin-2-yl)-[1,2,4]triazolo[1,5-c]quinazolin-7-yl)ethylidene)propane-2-sulfinamide CC(C)(C)S(=O)N=C(C)C1=CC(=CC=2C=3N(C(=NC12)N1CCCCC1)N=C(N3)C3=NC=CN=C3)C